[N-]=C=O.[N-]=C=O.C12CCC(CC1)C2 norbornane diisocyanate